2-fluoro-N-(3-oxo-3-((9-oxo-2-(trifluoromethyl)-9H-indeno[2,1-d]pyrimidin-7-yl)amino)propyl)acrylamide FC(C(=O)NCCC(NC1=CC=2C(C=3N=C(N=CC3C2C=C1)C(F)(F)F)=O)=O)=C